C1(C2N(C=CN1)CCC2)=O 6,7,8,8a-tetrahydropyrrolo[1,2-a]pyrazin-1(2H)-one